(2S)-2-[8-(2-chlorophenyl)-7-(4-chlorophenyl)-3-(oxan-4-yl)-2,6-dioxopurin-1-yl]propanamide ClC1=C(C=CC=C1)C1=NC=2N(C(N(C(C2N1C1=CC=C(C=C1)Cl)=O)[C@H](C(=O)N)C)=O)C1CCOCC1